1-amino-1-cycloheptanemethanol NC1(CCCCCC1)CO